propyl N,N-dimethylaminomethacrylate CN(C)C=C(C(=O)OCCC)C